6-(3-amino-6-(2,5-dimethyl-1,2,3,4-tetrahydroisoquinolin-7-yl)-5-fluoropyrazin-2-yl)-4-methylisoquinolin-1(2H)-one NC=1C(=NC(=C(N1)F)C1=CC(=C2CCN(CC2=C1)C)C)C=1C=C2C(=CNC(C2=CC1)=O)C